2-methoxyethyl (1S,2R,5R)-3-((4-(4-chlorobenzyl) piperazin-1-yl) sulfonyl)-2-(hydroxycarbamoyl)-3,8-diazabicyclo[3.2.1]octane-8-carboxylate ClC1=CC=C(CN2CCN(CC2)S(=O)(=O)N2[C@H]([C@@H]3CC[C@H](C2)N3C(=O)OCCOC)C(NO)=O)C=C1